C(C1=CC=CC=C1)SC=1C(=C(C=CC1)[N+](=O)[O-])C Benzylsulfanyl-2-methyl-1-nitro-benzene